2-(4-(piperidin-3-ylmethyl)phthalazin-1-yl)-5-(trifluoromethyl)phenol N1CC(CCC1)CC1=NN=C(C2=CC=CC=C12)C1=C(C=C(C=C1)C(F)(F)F)O